C1(CC1)N1N=CC=2C1=NC(=NC2NC=2N=CN(C2)C2=CC(=C(C(=C2)OC)OC)OC)C(=C)C 1-cyclopropyl-6-(prop-1-en-2-yl)-N-(1-(3,4,5-trimethoxyphenyl)-1H-imidazol-4-yl)-1H-pyrazolo[3,4-d]Pyrimidine-4-amine